CC(C)[C@H]1CCC(=C)C=C1 The molecule is a beta-phellandrene in which the chiral centre has R configuration. It has a role as a plant metabolite. It is an enantiomer of a (+)-beta-phellandrene.